COC1=CC=C(CSC2=NC=NN2C)C=C1 5-((4-methoxybenzyl)thio)-1-methyl-1H-1,2,4-triazole